COC=1C(=C2CCCC2=C(C1)OCC=1C(=C(C=CC1)C1=CC=CC=C1)C)CN1[C@@H](COCC1)C(=O)O (S)-4-((5-methoxy-7-((2-methyl-[1,1'-biphenyl]-3-yl)methoxy)-2,3-dihydro-1H-inden-4-yl)methyl)morpholine-3-carboxylic acid